C(C)(=O)C1=NN(C2=CC=C(C=C12)C=1C=NC(=NC1)C)CC(=O)N1[C@@H](C[C@H](C1)F)C(=O)NC1=C(C(=CC=C1)C=1C=CC2=C(NC=N2)C1Cl)F (2S,4R)-1-(2-(3-Acetyl-5-(2-methylpyrimidin-5-yl)-1H-indazol-1-yl)acetyl)-N-(3-(7-chloro-1H-benzo[d]imidazol-6-yl)-2-fluorophenyl)-4-fluoropyrrolidine-2-carboxamide